N-(3-Chloro-5-(2-(4-chlorophenyl)propan-2-yl)phenyl)-6-(2-(methylsulfonyl)propan-2-yl)-1H-indol-2-carboxamid ClC=1C=C(C=C(C1)C(C)(C)C1=CC=C(C=C1)Cl)NC(=O)C=1NC2=CC(=CC=C2C1)C(C)(C)S(=O)(=O)C